COC1=C(C=C2C(=NC=NC2=C1)NC1=NC(=CC(=N1)Cl)N1CCOCC1)C(C(=O)N)CCC(=O)N (7-methoxy-4-((4-chloro-6-morpholinylpyrimidin-2-yl)amino)quinazolin-6-yl)glutaramide